C1(CC1)C1=CC(=NN1)NC1=NC(=NC=C1)N(C1CCC(CC1)NC(=O)N1CC2=CC(=C(C=C2C1)F)F)C N-((1R,4R)-4-((4-((5-cyclopropyl-1H-pyrazol-3-yl)amino)pyrimidin-2-yl)(methyl)amino)cyclohexyl)-5,6-difluoroisoindoline-2-carboxamide